CN1C(CC(C(C1)(C)C)OC(CCCCCCCCC(=O)OC1CC(N(CC1(C)C)C)(C)C)=O)(C)C Bis-(1,2,2,5,5-pentamethyl-4-piperidyl)sebacat